tert-butyl (3R)-3-[6-(4-chloro-2-methoxy-6-methyl-phenyl)pyrido[2,3-b]pyrazin-3-yl]piperidine-1-carboxylate ClC1=CC(=C(C(=C1)C)C=1C=CC=2C(=NC(=CN2)[C@H]2CN(CCC2)C(=O)OC(C)(C)C)N1)OC